bisethyldiethoxysilane C(C)[Si](OCC)(OCC)CC